(5-(2-fluoroethyl)-4,5,6,7-tetrahydrothiazolo[5,4-c]pyridin-2-yl)methanone FCCN1CC2=C(CC1)N=C(S2)C=O